5-{7-[({4-[2-(Dimethylamino)-1,3-thiazol-4-yl]phenyl}methyl)(propyl)amino]-2,5-dimethylpyrazolo[1,5-a]pyrimidin-3-yl}-N,N,4-trimethylpyridin-2-amin CN(C=1SC=C(N1)C1=CC=C(C=C1)CN(C1=CC(=NC=2N1N=C(C2C=2C(=CC(=NC2)N(C)C)C)C)C)CCC)C